[Cu].[Sn].[Ni] nickel-tin-copper